tetradecane-1-amine C(CCCCCCCCCCCCC)N